FC1=CC=C(C=C1)C=CCCC1=CC=CC=C1 1-fluoro-4-(4-phenyl-1-buten-1-yl)benzene